(E)-4-[2-({3-[4-(dimethylamino)phenyl]allyl}(Methyl)amino)ethyl]phenol CN(C1=CC=C(C=C1)/C=C/CN(CCC1=CC=C(C=C1)O)C)C